tert-butyl (6R,7R)-7-[3-(2,6-dibenzyloxy-3-pyridyl)-1-methyl-indazol-6-yl]oxy-6-methyl-2-azaspiro[3.5]nonane-2-carboxylate C(C1=CC=CC=C1)OC1=NC(=CC=C1C1=NN(C2=CC(=CC=C12)O[C@H]1[C@@H](CC2(CN(C2)C(=O)OC(C)(C)C)CC1)C)C)OCC1=CC=CC=C1